ClC=1C(=NC(=NC1)NC1CCOCC1)C1=CC=C2CN(C(C2=C1)=O)CC(=O)N[C@H](C)C1=NC=CC=C1F 2-(6-{5-chloro-2-[(oxan-4-yl)amino]pyrimidin-4-yl}-1-oxo-2,3-dihydro-1H-isoindol-2-yl)-N-[(1R)-1-(3-fluoropyridin-2-yl)ethyl]acetamide